C(C)SC1=C(C=CC(=C1)C(F)(F)F)C1=CN=C(N1C)\C=C\C(F)(F)F (E)-5-(2-(ethylsulfanyl)-4-(trifluoromethyl)phenyl)-1-methyl-2-(3,3,3-trifluoroprop-1-en-1-yl)-1H-imidazole